Bis(3-aminophenyl)isophthalamide NC=1C=C(C=CC1)C1=CC(=C(C=C1C(=O)N)C(=O)N)C1=CC(=CC=C1)N